BrC=1C=2C(N=C3N(C2C=CC1)C1=CC(=CC=C1C31CCCCC1)C1CCN(CC1)CCCC1CCN(CC1)C1=C3C(N(C(C3=CC=C1)=O)C1C(NC(CC1)=O)=O)=O)=O 4-(4-(3-(4-(4'-bromo-5'-oxo-5'H-spiro[cyclohexane-1,7'-indolo[1,2-a]quinazolin]-10'-yl)piperidin-1-yl)propyl)piperidin-1-yl)-2-(2,6-dioxopiperidin-3-yl)isoindoline-1,3-dione